N-[4-(7-isopropoxy-6-methoxy-quinazolin-4-yl)oxyphenyl]-2-(4-isopropyl-1H-1,2,3-triazol-1-yl)acetamide C(C)(C)OC1=C(C=C2C(=NC=NC2=C1)OC1=CC=C(C=C1)NC(CN1N=NC(=C1)C(C)C)=O)OC